COC(C(=O)[O-])CN1C(N(C(C1=CC1=CC=CC=C1)=O)OC)=O Dimethoxybenzylidendioxoimidazolidinepropionate